5-chloro-3-iodo-2-((1S,6S)-6-(methylamino)cyclohex-3-en-1-yl)-N-(thiophen-2-ylmethyl)thieno[3,2-b]pyridin-7-amine ClC1=CC(=C2C(=N1)C(=C(S2)[C@H]2CC=CC[C@@H]2NC)I)NCC=2SC=CC2